FC1=C(C=CC=C1)N1N=NC(=C1)C(=O)N 1-(2-fluorophenyl)-1H-1,2,3-triazole-4-carboxamide